N[C@@H]1COCC12CCN(CC2)C2=CN=C1C(=N2)NN=C1C1=C(C(=NC=C1)O)Cl (S)-4-(6-(4-Amino-2-oxa-8-azaspiro[4.5]decan-8-yl)-1H-pyrazolo[3,4-b]pyrazine-3-yl)-3-chloropyridin-2-ol